FC1(C(N(C2=C(O1)C=C(C(=C2)C2=C(C(=C(C(=C2F)F)F)F)F)F)[C@@H](C(=O)NCCC(=O)OC)C)=O)F methyl (R)-3-(2-(2,2,7-trifluoro-3-oxo-6-(perfluorophenyl)-2,3-dihydro-4H-benzo[b][1,4]oxazin-4-yl)propanamido)propanoate